[N+](=O)([O-])C1=C(C=C(C(=O)OC)C=C1)C(=O)OC Dimethyl 4-nitroisophthalate